4-(3-((3,5-dichlorobenzyl)amino)-2-nitrophenyl)piperazine-1-carboxylic acid tert-butyl ester C(C)(C)(C)OC(=O)N1CCN(CC1)C1=C(C(=CC=C1)NCC1=CC(=CC(=C1)Cl)Cl)[N+](=O)[O-]